FC1=C(C=CC(=N1)C=1C=NC(=CC1)N(C)C)C=1N=C2N(C=C(C=C2)OC)C1 6-fluoro-5-(6-methoxyimidazo[1,2-a]pyridin-2-yl)-N,N-dimethyl-2,3'-bipyridin-6'-amine